FC1(CCN(CC1)C1=NC=CC(=N1)NC1CC2(CC(C2)OC2=C(C(=O)N)C=CC=N2)C1)F 2-(((2S,4s,6S)-6-((2-(4,4-difluoropiperidin-1-yl)pyrimidin-4-yl)amino)spiro[3.3]heptan-2-yl)oxy)nicotinamide